tert-butyl 3-(1-tosyl-1H-pyrrol-3-yl)piperidine-1-carboxylate S(=O)(=O)(C1=CC=C(C)C=C1)N1C=C(C=C1)C1CN(CCC1)C(=O)OC(C)(C)C